N1=NC=CC2=C(C=CC=C12)N1C[C@H](N([C@H](C1)C)C(=O)OC(C)(C)C)C tert-butyl (2r,6s)-4-(cinnolin-5-yl)-2,6-dimethylpiperazine-1-carboxylate